(1-(4-bromo-3-fluorophenyl)-2,2-difluorocyclopropyl)methanol BrC1=C(C=C(C=C1)C1(C(C1)(F)F)CO)F